C(C)(C)C1=C(C(=CC(=C1)C(C)C)C(C)C)S(=O)(=O)NN=C(C)C1CCCCC1 1-acetylcyclohexane-2,4,6-triisopropylbenzenesulfonyl hydrazone